C1(CCCC1)P(C1=CC(=CC=C1)C(C)C)C1CCCC1 dicyclopentyl-(3-isopropylphenyl)phosphine